C1(CC1)CC1(C(OCC=2C(N3CC=4C(=NC=5C=C(C(=C6C5C4C(CC6)NC(C)=O)C)F)C3=CC21)=O)=O)O N-(9-(cyclopropylmethyl)-5-fluoro-9-hydroxy-4-methyl-10,13-dioxo-2,3,9,10,13,15-hexahydro-1H,12H-benzo[de]pyrano[3',4':6,7]indolizino[1,2-b]quinolin-1-yl)acetamide